2-methyl-4-Ethylimidazole CC=1NC=C(N1)CC